C(C)(C)(C)C1=NC=C(C(=N1)OC1=C(C=C(C=C1)F)C)B(O)O [2-tert-butyl-4-(4-fluoro-2-methyl-phenoxy)pyrimidin-5-yl]boronic Acid